(3-((2r,5s)-4-(6-chloro-1-methyl-2-oxo-1,2-dihydropyrido[3,2-d]pyrimidin-4-yl)-2,5-diethylpiperazin-1-yl)-3-(4-(trifluoromethyl)phenyl)propyl)carbamic acid methyl ester COC(NCCC(C1=CC=C(C=C1)C(F)(F)F)N1[C@@H](CN([C@H](C1)CC)C=1C2=C(N(C(N1)=O)C)C=CC(=N2)Cl)CC)=O